3-iodopyridinium chloride [Cl-].IC=1C=[NH+]C=CC1